FC=1C=C(C=CC1OC)C1=CN=C2N1C=CN=C2NC2=CC(=C(C=C2)C(=O)N2CCN(CC2)CC(C)O)C [4-[[3-(3-fluoro-4-methoxyphenyl)imidazo[1,2-a]pyrazin-8-yl]amino]-2-methylphenyl]-[4-(2-hydroxypropyl)piperazin-1-yl]methanone